2-bromo-1-(2,4-difluorophenoxy)-4-iodobenzene BrC1=C(C=CC(=C1)I)OC1=C(C=C(C=C1)F)F